nickel-palladium lead [Pb].[Pd].[Ni]